6-chloro-N-{4-[2-(4-chloro-3-fluorophenoxy)acetamido]bicyclo[2.1.1]hex-1-yl}-4-oxo-3,4-dihydro-2H-1-benzopyran-2-carboxamide ClC=1C=CC2=C(C(CC(O2)C(=O)NC23CCC(C2)(C3)NC(COC3=CC(=C(C=C3)Cl)F)=O)=O)C1